4-fluoro-6-((3-methyltetrahydrofuran-3-yl)oxy)pyrimidin-2-amine FC1=NC(=NC(=C1)OC1(COCC1)C)N